C1(C=CC=C1)[Ti](C1=C(C(=CC=C1F)CCNC(C(CCC)(C)C)=O)F)(C1=C(C(=CC=C1F)CCNC(C(CCC)(C)C)=O)F)C1C=CC=C1 di(cyclopentadienyl)-bis[2,6-difluoro-3-(2-(2,2-dimethylpentanoylamino)ethyl)phenyl]titanium